1-((6-methylpyridin-3-yl)sulfonyl)piperidine-4-carboxamide CC1=CC=C(C=N1)S(=O)(=O)N1CCC(CC1)C(=O)N